1,1,1-trifluoro-n-methylmethansulfonamid FC(S(=O)(=O)NC)(F)F